C(=O)(O)C=1C(=C(C(=O)NC2=NC=C(C=C2C(=O)O)C(=O)O)C=C(C1)O)O 2-(3-carboxy-2,5-dihydroxybenzoylamino)pyridine-3,5-dicarboxylic acid